1,2-thiaborole S1B=CC=C1